[4-(3-cyanophenyl)-5-(4-methylquinazolin-6-yl)thiazol-2-yl]-4-piperazin-1-yl-piperidine-1-carboxamide C(#N)C=1C=C(C=CC1)C=1N=C(SC1C=1C=C2C(=NC=NC2=CC1)C)C1N(CCC(C1)N1CCNCC1)C(=O)N